FC1=CC=C(C=C1)N1CCN(CC1)CC[C@@H]1N(C(C2(C1)CCN(CC2)C([C@H](C)NC(C)=O)=O)=O)C N-((S)-1-((R)-3-(2-(4-(4-fluorophenyl)piperazin-1-yl)ethyl)-2-methyl-1-oxo-2,8-diazaspiro[4.5]decan-8-yl)-1-oxopropan-2-yl)acetamide